C(C)OC(C(C(F)(F)F)=O)=C ethoxytrifluorobutenone